tert-butyl (rac)-4-(aminomethyl)-3-(1-fluoro-2-methoxy-2-oxoethoxy)-1-(4-isopropylphenyl)-1,4,6,7-tetrahydro-5H-pyrazolo[4,3-c]pyridine-5-carboxylate NCC1N(CCC2=C1C(=NN2C2=CC=C(C=C2)C(C)C)OC(C(=O)OC)F)C(=O)OC(C)(C)C